NC1=C(C(=NN1C1(CC1)C)C1=CC=C(C=C1)C(C)C(NC1=CC(=NO1)CC(C)(C)C)=O)C(=O)N Amino-3-[4-[1-[[3-(2,2-dimethylpropyl)-1,2-oxazol-5-yl]carbamoyl]ethyl]phenyl]-1-(1-methylcyclopropyl)pyrazole-4-carboxamide